ClC1=NC=CC(=N1)C(C(=O)OC)(C)C methyl 2-(2-chloropyrimidin-4-yl)-2-methylpropionate